[B+3].C1(CC2C(CC1)O2)C(=O)OC methyl (3,4-epoxycyclohexyl)carboxylate Boron(III)